N-(8-methyl-1,4-dioxaspiro[4.5]decan-8-yl)benzamide CC1(CCC2(OCCO2)CC1)NC(C1=CC=CC=C1)=O